N1C=C(C2=NC=CC=C21)NC(C(=O)NCCC2=CC=C(C=C2)C(F)(F)F)=O N1-(1H-pyrrolo[3,2-b]pyridin-3-yl)-N2-(4-(trifluoromethyl)phenethyl)oxalamide